C(CCCCCCCCC)N=CCC(C)N1CCCC1 N-(α-(Decyliminoethyl)ethyl)pyrrolidin